benzo-1,3-dioxane O1COCC2=C1C=CC=C2